FC(C(=O)NCCCCCCO)(F)F 6-(trifluoroacetylamino)-1-hexanol